C(C)(=O)C=1C=C2C(N(C(C2=CC1)=O)C)=O 5-acetyl-2-methylisoindoline-1,3-dione